C(C)(C)(C)C1=C(C=CC(=C1)C)OP(OC1=C(C=C(C=C1)C)C(C)(C)C)OC1=C(C=C(C=C1)C)C(C)(C)C tris(2-tert-butyl-4-methylphenyl)phosphite